(S)-N-((R)-(4-chlorophenyl)(2-methylbenzo[d]oxazol-6-yl)methyl)-2-oxo-imidazolidine-4-carboxamide ClC1=CC=C(C=C1)[C@@H](NC(=O)[C@H]1NC(NC1)=O)C1=CC2=C(N=C(O2)C)C=C1